C(CCC)CCC(CCO)O 2-n-butyl-ethyl-1,3-propanediol